ClC1=C(N=C(C(=N1)NC=1C=C(CCNC(OC(C)(C)C)=O)C=CC1)C(NC)=O)CC tert-butyl (3-((6-chloro-5-ethyl-3-(methylcarbamoyl)pyrazin-2-yl)amino)phenethyl)carbamate